P(=O)(OC[N+]1=C(C(=CC=C1)C1=CC(=NO1)CC=1C=NC(=CC1)OCC1=CC=CC=C1)N)(O)[O-] (2-amino-3-(3-((6-(benzyloxy)pyridin-3-yl)methyl)isoxazol-5-yl)pyridin-1-ium-1-yl)methyl hydrogen phosphate